C(C)(C)(C)OC(=O)N(C1=C2NC=NC2=NC=N1)C(=O)OC(C)(C)C N6,N6-di-tert-butoxycarbonyladenine